BrC1=CC(=C(C=C1F)NS(=O)(=O)C1=CNC2=NC(=CC=C21)Cl)F N-(4-bromo-2,5-difluorophenyl)-6-chloro-1H-pyrrolo[2,3-b]pyridine-3-sulfonamide